OC(CNC(\C=C\C=C\C=C\C=C\CCC)=O)(C)C 2E,6E,8E,10E-Dodecatetraenoic acid-N-(2-hydroxy-2-methylpropyl)amide